2,4-diamino-6-allylamino-1,3,5-triazine NC1=NC(=NC(=N1)N)NCC=C